1-{imidazo[1,2-a]pyridin-6-yl}azetidine Tert-butyl-(2E)-3-(5-ethynylthiophen-2-yl)prop-2-enoate C(C)(C)(C)OC(\C=C\C=1SC(=CC1)C#C)=O.N=1C=CN2C1C=CC(=C2)N2CCC2